NC1=NC(N(C=C1)CC(=O)N([C@H](CO)C(=O)O)CCN)=O N-(2-(4-amino-2-oxopyrimidin-1(2H)-yl)acetyl)-N-(2-aminoethyl)-D-serine